2,2-Difluorovinyl Tosylate S(=O)(=O)(OC=C(F)F)C1=CC=C(C)C=C1